Tert-butyl (1R,5S)-3-(7-chloro-8-fluoro-2-(((R)-2-(methoxycarbonyl)-1-methylpyrrolidin-2-yl)methoxy)pyrido[4,3-d]pyrimidin-4-yl)-3,8-diazabicyclo-[3.2.1]octane-8-carboxylate ClC1=C(C=2N=C(N=C(C2C=N1)N1C[C@H]2CC[C@@H](C1)N2C(=O)OC(C)(C)C)OC[C@@]2(N(CCC2)C)C(=O)OC)F